ClC=1C=C(C=CC1)C#C\C=C/1\C(CN(CC1)C(=O)OC(C)(C)C)(C)C tert-butyl (4E)-4-[3-(3-chlorophenyl)prop-2-yn-1-ylidene]-3,3-dimethylpiperidine-1-carboxylate